C(CCC)C1=C(C(=CC=C1)CCCC)O 2,6-di(n-butyl)phenol